tetrahydropyrrolelactoyl-amide N1C(CCC1)CC(C(=O)[NH-])O